tert-butyl (4-((6-fluoro-2-oxo-2,3-dihydro-1H-benzo[d]imidazol-1-yl)methyl)benzyl)carbamate Tert-butyl-(4-(((2-amino-5-fluorophenyl)amino)methyl)benzyl)carbamate C(C)(C)(C)N(C(O)=O)CC1=CC=C(C=C1)CNC1=C(C=CC(=C1)F)N.FC=1C=CC2=C(N(C(N2)=O)CC2=CC=C(CNC(OC(C)(C)C)=O)C=C2)C1